1-imino-1-oxo-3,5-dihydro-2H-4,1λ6-benzoxathiepin-8-carboxylic acid N=S1(CCOCC2=C1C=C(C=C2)C(=O)O)=O